6,6-difluoro-3-{[8-(1H-pyrazol-4-yl)-6H-isochromeno[3,4-b]pyridin-3-yl]oxy}-8-azabicyclo[3.2.1]octane FC1(C2CC(CC(C1)N2)OC2=CC=C1C(=N2)OCC=2C=C(C=CC21)C=2C=NNC2)F